N=1N(N=CC1)C1=C(C=C(C=N1)NC(=O)[C@@H]1C[C@@](C2=C1C=NC=1N2N=C(C1)F)(C=1C=NN(C1)C)C)C(F)(F)F (6R,8R)-N-(6-(2H-1,2,3-triazol-2-yl)-5-(trifluoromethyl)pyridin-3-yl)-2-fluoro-8-methyl-8-(1-methyl-1H-pyrazol-4-yl)-7,8-dihydro-6H-cyclopenta[e]pyrazolo[1,5-a]pyrimidine-6-carboxamide